(R)-N-methylpyrrolidine-3-carboxamide hydrogen chloride Cl.CNC(=O)[C@H]1CNCC1